N[C@H]([C@H](C(=O)OC)O)CC1=CC=CC=C1 methyl (2R,3S)-3-amino-2-hydroxy-4-phenylbutyrate